C(C)OC(=O)C1=C(N=C2N1C=CC=C2)NC(=O)OC(C)(C)C ((tert-butoxycarbonyl)amino)imidazo[1,2-a]pyridine-3-carboxylic acid ethyl ester